NC1=C(C=NN1C1=CC=CC=C1)C(=O)C1CCN(CC1)C(=O)C1=CC=NO1 [4-(5-Amino-1-phenyl-1H-pyrazole-4-carbonyl)-piperidin-1-yl]-isoxazol-5-yl-methanone